ClC1=CC=C(C=C1)NNC(C1=CC=C(C=C1)C1=NOC(=N1)C(F)(F)F)=O N'-(4-chloro-phenyl)-4-[5-(trifluoromethyl)-1,2,4-oxadiazol-3-yl]benzoyl-hydrazine